oxazaphosphorine nitrogen [N].O1NP=CC=C1